C(C)(C)(C)S(=O)NCC1=CN=C(O1)OC1=CC2=C(C(=NO2)NS(=O)(=O)C2=C(C=CC(=C2)CC)OC)C(=C1)OC N-(6-((5-(((tert-Butylsulfinyl)amino)methyl)oxazol-2-yl)oxy)-4-methoxybenzo[d]isoxazol-3-yl)-5-ethyl-2-methoxybenzenesulfonamide